CC1=C(C=C(C=C1)NC(C1=CC(=CC(=C1)C(F)(F)F)C1CN(CC1)C)=O)NC1=NC=CC(=N1)C=1C=NC=C(C1)C1=C(C=NO1)C N-(4-Methyl-3-{4-[5-(4-methyl-isoxazol-5-yl)-pyridin-3-yl]-pyrimidin-2-ylamino}-phenyl)-3-(1-methyl-pyrrolidin-3-yl)-5-trifluoromethyl-benzamide